ClC1=C(C=CC(=C1F)NC=1C2=C(N=CN1)C=CC(=N2)N2[C@@H]1CN([C@H](C2)CC1)C(C=C)=O)C1(CCC1)C#N 1-[2-chloro-3-fluoro-4-[[6-[(1S,4S)-5-prop-2-enoyl-2,5-diazabicyclo[2.2.2]octan-2-yl]pyrido[3,2-d]pyrimidin-4-yl]amino]phenyl]cyclobutanecarbonitrile